7-(cyanomethyl)-3-((3-isopropoxy-3-oxopropyl)amino)benzo[e][1,2,4]triazine-1,4-dioxide C(#N)CC1=CC2=C([N+](=C(N=[N+]2[O-])NCCC(=O)OC(C)C)[O-])C=C1